1-Methyl-6-[5-((S)-1-propionyl-azetidin-2-ylmethoxy)-pyridin-3-yl]-3,4-dihydro-1H-quinolin-2-one CN1C(CCC2=CC(=CC=C12)C=1C=NC=C(C1)OC[C@H]1N(CC1)C(CC)=O)=O